CNC=1C(NC(N([C@H]2C[C@H](O)[C@@H](CO)O2)C1)=O)=O 2'-deoxy-5-(methylamino)uridine